((1S,4R,6R)-6-((5-bromopyridin-2-yl)oxy)-2-azabicyclo[2.2.1]heptan-2-yl)(2-fluoro-6-(2H-1,2,3-triazol-2-yl)phenyl)methanone BrC=1C=CC(=NC1)O[C@@H]1C[C@@H]2CN([C@H]1C2)C(=O)C2=C(C=CC=C2N2N=CC=N2)F